CN1C2=C(OCC1)C=CC(=C2)S(=O)(=O)N2CCC(CC2)C=2C(=CC=1N(N2)N=CN1)C 4-methyl-6-((4-(7-methyl-[1,2,4]triazolo[1,5-b]pyridazin-6-yl)piperidin-1-yl)sulfonyl)-3,4-dihydro-2H-benzo[b][1,4]oxazine